COC([C@H]([C@@H](C)O)NC(C1=CC=C(C=C1)C#C)=O)=O (2S,3R)-2-[(4-ethynylbenzoyl)amino]-3-hydroxy-butyric acid methyl ester